(3aR,5s,6aS)-N-(4-(1,1-difluoroethyl)-6-(2,3,5-trifluorophenyl)pyridazin-3-yl)-2-((tetrahydro-2H-pyran-4-yl)methyl-d2)octahydrocyclopenta[c]pyrrol-5-amine FC(C)(F)C1=C(N=NC(=C1)C1=C(C(=CC(=C1)F)F)F)NC1C[C@@H]2[C@@H](CN(C2)C([2H])([2H])C2CCOCC2)C1